nonadecane-7,9-diol CCCCCCC(CC(CCCCCCCCCC)O)O